C1(CCC1)NC(=O)C1=NC(=NC2=CC=C(C=C12)N1C[C@H](N([C@H](C1)C)C(=O)OC(C)(C)C)C)C1=CC2=CN(N=C2C(=C1OCOC)C)C tert-butyl (2R,6S)-4-[4-(cyclobutylcarbamoyl)-2-[6-(methoxymethoxy)-2,7-dimethylindazol-5-yl]quinazolin-6-yl]-2,6-dimethylpiperazine-1-carboxylate